N1(N=CC=C1)C1=C(C(=CC=C1)C(F)(F)F)CN (2-(1H-pyrazol-1-yl)-6-(trifluoromethyl)phenyl)methanamine